O=C(NCC)CNCC(NCC(NCCCC(NCCCCCC(=O)[O-])=O)=O)=O 4,8,11,16-tetraoxo-3,6,9,12,17-pentaazatricosan-23-oate